FC(OC1=CC(=NN1)NC1=NC(=CN=C1)O[C@H]1C[C@@H](N(CC1)C)C)F N-(5-(difluoromethoxy)-1H-pyrazol-3-yl)-6-(((2S,4R)-1,2-dimethylpiperidin-4-yl)oxy)pyrazin-2-amine